N,N-diglycidyl-2-glycidyl-p-phenylenediamine C(C1CO1)N(C1=C(C=C(C=C1)N)CC1CO1)CC1CO1